FC=1C=C(C=C(C1)F)C[C@@H](C(=O)O)NC (S)-3-(3,5-difluorophenyl)-2-(methylamino)propanoic acid